7-(bromomethyl)-2-chloro-4-fluorobenzofuran BrCC1=CC=C(C=2C=C(OC21)Cl)F